N-(3-(6-((dimethyl(oxo)-λ6-sulfanylidene)amino)-4-(trifluoromethyl)pyridin-2-yl)-1-(methyl-d3)-1H-pyrrolo[2,3-c]pyridin-5-yl)acetamide CS(=O)(C)=NC1=CC(=CC(=N1)C1=CN(C2=CN=C(C=C21)NC(C)=O)C([2H])([2H])[2H])C(F)(F)F